NC=1N=NC(=CC1N1CCN(CC1)CC1=C(C=CC=C1)NC1C(NC(CC1)=O)=O)C1=C(C=CC=C1)O 3-((2-((4-(3-amino-6-(2-hydroxyphenyl)pyridazin-4-yl)piperazin-1-yl)methyl)phenyl)amino)piperidine-2,6-dione